CN1C(=NC2=C1C=CC(=C2)C(=O)OCC)NC2=NC1=C(N2)C=CC(=C1)OC(F)(F)F ethyl 1-methyl-2-((5-(trifluoromethoxy)-1H-benzo[d]imidazol-2-yl) amino)-1H-benzo[d]imidazole-5-carboxylate